2-((S)-1-Acryloyl-4-((R)-2-(2-(dimethylamino)ethoxy)-7-(indolin-1-yl)-5,6,7,8-tetrahydroquinazolin-4-yl)piperazin-2-yl)acetonitrile C(C=C)(=O)N1[C@H](CN(CC1)C1=NC(=NC=2C[C@@H](CCC12)N1CCC2=CC=CC=C12)OCCN(C)C)CC#N